C(CCCCCCCCCCC)C1=C(C=CC=C1)C1=CC(=CC=C1C(=O)N)C(=O)N dodecylbenzeneterephthalamide